Carboxymethylcysteinat C(=O)(O)CN[C@@H](CS)C(=O)[O-]